4-[4-[[2-Methyl-5-[(2S,3S,4S,5R,6R)-3,4,5-tribenzyloxy-6-ethyl-tetrahydropyran-2-yl]phenyl]methyl]phenyl]butan-1-ol CC1=C(C=C(C=C1)[C@@H]1O[C@@H]([C@H]([C@@H]([C@H]1OCC1=CC=CC=C1)OCC1=CC=CC=C1)OCC1=CC=CC=C1)CC)CC1=CC=C(C=C1)CCCCO